C(N)(=O)C1=NN(C=C1NC=1C=CC(=NC1)C(=O)NCC)C1=C(C=CC=C1F)F 5-((3-carbamoyl-1-(2,6-difluorophenyl)-1H-pyrazol-4-yl)amino)-N-ethylpicolinamide